5-(4-(3-(4-(3-(4-methoxybenzyl)-4-oxo-3,4-dihydrophthalazin-1-yl)piperidin-1-yl)propanoyl)piperazin-1-yl)-N-methylpicolinamide COC1=CC=C(CN2N=C(C3=CC=CC=C3C2=O)C2CCN(CC2)CCC(=O)N2CCN(CC2)C=2C=CC(=NC2)C(=O)NC)C=C1